CC1(CN(CCO1)C1=C(C=C(C=N1)NC1=NC=CC(=N1)NC=1C(NC2=C(C=CC=C2C1)F)=O)OC)C 3-{2-[6-(2,2-dimethyl-4-morpholinyl)-5-methoxy-3-pyridylamino]-4-pyrimidinylamino}-8-fluoro-1,2-dihydro-2-quinolinone